9-(3,5-Difluoro-4-((1-(3-fluoropropyl)azetidin-3-yliden)methyl)phenyl)-8-(4-fluoro-2-methylphenyl)-6,7-dihydro-5H-benzo[7]annulen FC=1C=C(C=C(C1C=C1CN(C1)CCCF)F)C1=C(CCCC2=C1C=CC=C2)C2=C(C=C(C=C2)F)C